(S)-4-(5-methyl-4,5,6,7-tetrahydropyrazolo[1,5-a]pyridin-3-yl)-7-((5-(4-methylpiperazin-1-yl)pyridin-2-yl)amino)isoindolin-1-one C[C@@H]1CC=2N(CC1)N=CC2C2=C1CNC(C1=C(C=C2)NC2=NC=C(C=C2)N2CCN(CC2)C)=O